2-oxo-N-(quinolin-7-yl)oxazolidine-4-carboxamide O=C1OCC(N1)C(=O)NC1=CC=C2C=CC=NC2=C1